[C@H]12OC[C@H](N(C1)C1=NC=3N(C=C1)N=CC3C(=O)NC=3C(=NN(C3)C3CCC(CC3)C=O)C(F)F)C2 5-((1R,4R)-2-oxa-5-azabicyclo[2.2.1]heptan-5-yl)-N-(3-(difluoromethyl)-1-((1r,4R)-4-formylcyclohexyl)-1H-pyrazol-4-yl)pyrazolo[1,5-a]pyrimidine-3-carboxamide